O(C1=CC=CC=C1)C(=O)C1=NN=NN1 phenoxycarbonyltetrazole